2-((5-cyano-2-(difluoromethoxy)-3-((2S)-4-(1,1-dioxidotetrahydrothiophen-3-yl)-2-methylpiperazin-1-yl)phenyl)amino)-4-(cyclopropylamino)pyrazolo[1,5-a][1,3,5]triazine-8-carbonitrile C(#N)C=1C=C(C(=C(C1)NC1=NC=2N(C(=N1)NC1CC1)N=CC2C#N)OC(F)F)N2[C@H](CN(CC2)C2CS(CC2)(=O)=O)C